6-(1-methylcyclobutoxy)-5-nitro-N-(pyridin-2-ylmethyl)pyrimidin-4-amine CC1(CCC1)OC1=C(C(=NC=N1)NCC1=NC=CC=C1)[N+](=O)[O-]